6-Chloro-1-methyl-1,2-dihydro-3H-benzo[e]indole-3-carboximidamide ClC1=CC=CC=2C=3C(CN(C3C=CC21)C(N)=N)C